(S,E)-methyl 6-(1H-benzo[d]imidazole-2-carboxamido)-7-(1-(2-(2-adamantylamino)-2-oxoethyl)-2-oxo-1,2-dihydropyridin-3-ylamino)-7-oxohept-2-enoate N1C(=NC2=C1C=CC=C2)C(=O)N[C@@H](CC/C=C/C(=O)OC)C(=O)NC=2C(N(C=CC2)CC(=O)NC2C1CC3CC(CC2C3)C1)=O